4-(6-methoxypyridin-2-yl)-6-(6-(trifluoromethyl)pyridin-2-yl)-N-(2-(trifluoromethyl)pyridin-4-yl)-1,3,5-triazin-2-amine COC1=CC=CC(=N1)C1=NC(=NC(=N1)C1=NC(=CC=C1)C(F)(F)F)NC1=CC(=NC=C1)C(F)(F)F